N1=CC(=CC=C1)OC1=NC2=C(N=CC(=C2C=C1)O)Cl 2-(pyrid-3-yloxy)-5-hydroxy-8-chloro-1,7-naphthyridine